6-(chloromethyl)-2-{6-cyclopropyl-4-[4-fluoro-2-(4-methyl-1,2,4-triazol-3-yl)phenyl]pyridin-2-yl}-4-(trifluoromethyl)-3H-isoindol-1-one ClCC1=CC(=C2CN(C(C2=C1)=O)C1=NC(=CC(=C1)C1=C(C=C(C=C1)F)C1=NN=CN1C)C1CC1)C(F)(F)F